FC(C=1C=CC=2N(N1)C(=CN2)C2=CC(=NC=N2)N2C[C@H](CC[C@H]2C)CNS(=O)(=O)C)F N-(((3S,6R)-1-(6-(6-(Difluoromethyl)imidazo[1,2-b]pyridazin-3-yl)pyrimidin-4-yl)-6-methylpiperidin-3-yl)methyl)methanesulfonamide